(Z)-Isopropyl 7-((1R,2R,3R,5S)-3,5-dihydroxy-2-((R)-5-phenyl-3-((((2-(prop-2-yn-1-yl)pent-4-yn-1-yl)oxy)carbonyl)oxy)pentyl)cyclopentyl)hept-5-enoate O[C@H]1[C@@H]([C@H]([C@H](C1)O)C\C=C/CCCC(=O)OC(C)C)CC[C@H](CCC1=CC=CC=C1)OC(=O)OCC(CC#C)CC#C